O=C1NC(CCC1N1C(C2=CC=C(C=C2C1=O)CCCOCCOCCNC)=O)=O 2-(2,6-Dioxo-3-piperidyl)-5-[3-[2-[2-(methylamino)ethoxy]ethoxy]propyl]isoindoline-1,3-dione